FC(C=1C=CC=2N(N1)C(=CN2)C2=CC(=NC=N2)N2C[C@@H](CCC2)CO)(F)F (R)-(1-(6-(6-(Trifluoromethyl)imidazo[1,2-b]pyridazin-3-yl)pyrimidin-4-yl)piperidin-3-yl)methanol